5-nitro-1H-1,3-benzodiazole-2-carboxylic acid [N+](=O)([O-])C1=CC2=C(NC(=N2)C(=O)O)C=C1